2,2',2''-{10-[1-methoxy-1-oxo-4-(4-propoxyphenyl)butan-2-yl]-1,4,7,10-tetraazacyclododecane-1,4,7-triyl}triacetic acid COC(C(CCC1=CC=C(C=C1)OCCC)N1CCN(CCN(CCN(CC1)CC(=O)O)CC(=O)O)CC(=O)O)=O